C(C)(C)C=1C=C(C=C(C1NC=1C(=CC=CC1C)N)C(C)C)C1=CC=CC=C1 N1-(3,5-diisopropyl-[1,1'-biphenyl]-4-yl)-6-methylbenzene-1,2-diamine